COC1=CC(=C(C=C1)N1CN(C(C2=CC(=CC=C12)C(F)(F)F)=O)C1=C(NC(C=C1)=O)C)C 1-(4-methoxy-2-methylphenyl)-3-(2-methyl-6-oxo-1,6-dihydropyridin-3-yl)-6-(trifluoromethyl)-2,3-dihydroquinazolin-4(1H)-one